(R)-(4-Fluorophenyl)(8-methyl-3-(6-methylbenzo[d]thiazol-2-yl)-5,6-dihydro-[1,2,4]triazolo[4,3-a]pyrazin-7(8H)-yl)methanone FC1=CC=C(C=C1)C(=O)N1[C@@H](C=2N(CC1)C(=NN2)C=2SC1=C(N2)C=CC(=C1)C)C